potassium 1-(6-((2,5-dioxopyrrolidin-1-yl)oxy)-6-oxohexyl)-3,3-dimethyl-2-((1E,3E,5E)-5-(1,3,3-trimethyl-5-sulfonatoindolin-2-ylidene)penta-1,3-dien-1-yl)-3H-indol-1-ium-5-sulfonate O=C1N(C(CC1)=O)OC(CCCCC[N+]1=C(C(C2=CC(=CC=C12)S(=O)(=O)[O-])(C)C)\C=C\C=C\C=C/1\N(C2=CC=C(C=C2C1(C)C)S(=O)(=O)[O-])C)=O.[K+]